N-[chloro(dimethylamino)methylene]N-methyl-ammonium hexafluorophosphate F[P-](F)(F)(F)(F)F.ClC(=[NH+]C)N(C)C